COC1=NC(=NC=C1C1=CC=C(C=C1)N1N=NC=C1C)NC1=CC2=C(OC[C@H]3N2C(CC3)=O)N=C1 (S)-2-((4-methoxy-5-(4-(5-methyl-1H-1,2,3-triazol-1-yl)-phenyl)pyrimidin-2-yl)amino)-6,6a,7,8-tetrahydro-9H-pyrido-[2,3-b]pyrrolo[1,2-d]-[1,4]oxazin-9-one